{(S)-14-[(E)-3-(5-Chloro-2-tetrazol-1-yl-phenyl)-acryloylamino]-8-oxa-16,18-diaza-tricyclo[13.2.1.02,7]octadeca-1(17),2,4,6,15(18)-pentaen-5-yl}-carbamic Acid methyl ester COC(NC1=CC=C2C3=CNC([C@H](CCCCCOC2=C1)NC(\C=C\C1=C(C=CC(=C1)Cl)N1N=NN=C1)=O)=N3)=O